[Pb].[Si] Silicon-lead